NC1=CC(=C(C=2C1=NON2)N2CCOCC2)C#N 7-Amino-4-morpholinylbenzo[c][1,2,5]oxadiazole-5-carbonitrile